FC(C=O)(C)F 2,2-difluoropropan-1-one